O=CCN1CCC(CC1)N1N=CC(=C1)C=1C=C(C=2N(C1)N=CC2C#N)C=2C=NC(=CC2)N2CCN(CC2)CC2=NC=CC=C2 6-[1-[1-(2-oxoethyl)-4-piperidyl]pyrazol-4-yl]-4-[6-[4-(2-pyridylmethyl)piperazin-1-yl]-3-pyridyl]pyrazolo[1,5-a]pyridine-3-carbonitrile